C(C)(C)(C)OC(=O)N([C@@H](CCCCN)C(=O)O)C(=O)OC(C)(C)C Di-(tert-Butoxycarbonyl)-L-lysine